ClC1=NC=C(C=N1)CN1C=CC=C2C1=NC(N(C2=O)C2(CC2)C)=O 8-((2-chloropyrimidin-5-yl)methyl)-3-(1-methylcyclopropyl)pyrido[2,3-d]pyrimidine-2,4(3H,8H)-dione